(+)-Anthrabenzoxocinone CC1C=C(O)C=C2C=1[C@@H]1O[C@@](C)(CC3C=C4C(=C(O)C1=3)C(=O)C1C(O)=CC(O)=CC=1C4(C)C)O2